ClC1=C(C=2N=C(N=C(C2C=N1)N1CC2CCC(C1)N2C(=O)O)OCC2(CC2)CN2CCC(CC2)COCC(=O)OCC)F 3-(7-chloro-2-((1-((4-((2-ethoxy-2-oxoethoxy)methyl)piperidin-1-yl)methyl)Cyclopropyl)methoxy)-8-fluoropyrido[4,3-d]pyrimidin-4-yl)-3,8-diazabicyclo[3.2.1]octane-8-carboxylic acid